C1(=CC=CC=C1)C1=C(C(=C([SiH2]1)C1=CC=CC=C1)C1=CC=CC=C1)C1=CC=CC=C1 tetraphenyl-silole